(S)-N-(2,3-difluoro-4-(1-methylcyclobutoxy)phenyl)-6-(pyrrolidin-3-yloxy)pyrido[3,2-d]pyrimidin-4-amine FC1=C(C=CC(=C1F)OC1(CCC1)C)NC=1C2=C(N=CN1)C=CC(=N2)O[C@@H]2CNCC2